(1S,2S,3S)-N-(7-chloro-6-(1-((3R,4R)-4-fluoro-3-methyltetrahydrofuran-3-yl)piperidin-4-yl)isoquinolin-3-yl)-2-methyl-3-(1-methyl-1H-pyrazol-4-yl)cyclopropane-1-carboxamide ClC1=C(C=C2C=C(N=CC2=C1)NC(=O)[C@H]1[C@H]([C@@H]1C=1C=NN(C1)C)C)C1CCN(CC1)[C@@]1(COC[C@@H]1F)C